FC(C(=O)O)(F)F.NC1=NC=C(C(=O)NC2=NC(=CC=C2)OC)C(=C1)OC 6-amino-4-methoxy-N-(6-methoxypyridin-2-yl)nicotinamide trifluoroacetate